BrC1=C(C=NN1C)C(=O)OC methyl 5-bromo-1-methyl-1H-pyrazole-4-carboxylate